bis[3-(triethylsilyl) propyl] tetrasulfide C(C)[Si](CCCSSSSCCC[Si](CC)(CC)CC)(CC)CC